SCCCSCC(CSCCCS)SCCCS 1,2,3-tri(3-mercaptopropylthio)propane